C(C)C=1C(=C(C=CC1)S(=O)(=O)O)N ethyl-aminobenzenesulfonic acid